3-[5-(1-Methoxyisoquinolin-3-yl)-1-oxo-2,3-dihydro-1H-isoindol-2-yl]piperidine-2,6-dione COC1=NC(=CC2=CC=CC=C12)C=1C=C2CN(C(C2=CC1)=O)C1C(NC(CC1)=O)=O